C(CC)C1=C(C(=O)O)C=CC(=C1)O.C(CC)OC(=O)C1=CC=C(O)C=C1 propylparaben (n-propyl para-hydroxybenzoate)